NC[C@H](CO)C1CC1 |r| (+/-)-3-amino-2-cyclopropylpropan-1-ol